N-ethyl-2-(7-fluoro-1-(tetrahydro-2H-pyran-2-yl)-1H-indazol-3-yl)-N-methylethan-1-amine C(C)N(CCC1=NN(C2=C(C=CC=C12)F)C1OCCCC1)C